C1(=CC=C(C=C1)N(C1=CC2=CC=CC=C2C=C1)C1=CC=C(C=C1)Br)C1=CC=CC=C1 N-([1,1'-biphenyl]-4-yl)-N-(4-bromophenyl)naphthalen-2-amine